C(C)(=O)NC1=C(OCCC(=O)O)C=C(C=C1)[N+](=O)[O-] 3-(2-acetamido-5-nitrophenoxy)propanoic acid